OCC(CO)(CO)CO 2,2-bis(hydroxymethyl)-1,3-propylene glycol